NC=1C=2N(C=CN1)C(=NC2C2=C(C=C(C(=O)NC1=NC=CC(=C1)C1=CC=CC=C1)C=C2)F)[C@H]2N(CC1(CC1)C2)C(=O)C2CC2 (S)-4-(8-amino-3-(5-(cyclopropanecarbonyl)-5-azaspiro[2.4]hept-6-yl)imidazo[1,5-a]pyrazin-1-yl)-3-fluoro-N-(4-phenylpyridin-2-yl)benzamide